4-(2-hydroxyethyloxy)cinnamic acid OCCOC1=CC=C(C=CC(=O)O)C=C1